C1(CC1)C=1OC2=C(C1C(=O)N[C@H](C(=O)N)CO)C=C(C=C2)OCC2CC2 (2S)-2-{[2-cyclopropyl-5-(cyclopropylmethoxy)-1-benzofuran-3-yl]formamido}-3-hydroxypropanamide